1-methyl-3-(1-methyl-2-oxo-5-(trifluoromethyl)-1,2-dihydropyridin-3-yl)-1-((1s,4s)-4-(7-(methylamino)-5H-pyrrolo[2,3-b]pyrazin-2-yl)cyclohexyl)urea CN(C(=O)NC=1C(N(C=C(C1)C(F)(F)F)C)=O)C1CCC(CC1)C=1N=C2C(=NC1)NC=C2NC